OC1=C(C=CC=2C1CC(C1CCNCC21)C2=CC=CC=C2)O 7,8-dihydroxy-5-phenyl-octahydrobenzo[h]isoquinoline